3-methoxy-4-(methylamino)-5-nitrobenzoic acid COC=1C=C(C(=O)O)C=C(C1NC)[N+](=O)[O-]